(S)-2-ETHYLPENT-4-ENE-1-SULFONAMIDE C(C)[C@H](CS(=O)(=O)N)CC=C